(S)-3-(8-((1r,4S)-4-(4-(4-(3-amino-6-(2-hydroxyphenyl)pyridazin-4-yl)-1H-imidazol-1-yl)piperidin-1-yl)cyclohexyl)-2,3-dihydro-4H-benzo[b][1,4]oxazin-4-yl)piperidine-2,6-dione NC=1N=NC(=CC1C=1N=CN(C1)C1CCN(CC1)C1CCC(CC1)C1=CC=CC2=C1OCCN2[C@@H]2C(NC(CC2)=O)=O)C2=C(C=CC=C2)O